COC1=C(C=C(C=C1)OC)C=1C=C2CCN3C(C2=CC1)=CC(=NC3=O)OCC3OCCOC3 9-(2,5-Dimethoxy-phenyl)-2-([1,4]dioxan-2-ylmethoxy)-6,7-dihydro-pyrimido[6,1-a]isoquinolin-4-one